1,3-diaminopropane dioleate C(CCCCCCC\C=C/CCCCCCCC)(=O)O.C(CCCCCCC\C=C/CCCCCCCC)(=O)O.NCCCN